FC1(OC2=C(O1)C=CC(=C2)C(C)SC=2C=C(C=CC2)N2N=C(C=1CCCC(C21)O)C(F)(F)F)F 1-[3-[1-(2,2-difluoro-1,3-benzodioxol-5-yl)ethylsulfanyl]phenyl]-3-(trifluoromethyl)-4,5,6,7-tetrahydroindazol-7-ol